(2R,4S)-tert-butyl 4-(8-(2-(((tert-butyldimethylsilyl)oxy)methyl)thieno[3,2-b]pyridin-7-yl)-6-chloro-3,4-dihydroquinolin-1(2H)-yl)-2-(2-hydroxypropan-2-yl)pyrrolidine-1-carboxylate [Si](C)(C)(C(C)(C)C)OCC1=CC2=NC=CC(=C2S1)C=1C=C(C=C2CCCN(C12)[C@H]1C[C@@H](N(C1)C(=O)OC(C)(C)C)C(C)(C)O)Cl